BrC1=C(C=C(C=C1C1CCCCC1)C1CCCCC1)C1CCCCC1 1-bromo-2,4,6-tricyclohexylbenzene